1-(2-(4-chlorophenyl)-3,4-dimethyl-2H-pyrazolo[3,4-d]pyridazin-7-yl)-N-(2-(pyrrolidin-1-yl)ethyl)piperidine-4-carboxamide ClC1=CC=C(C=C1)N1N=C2C(=NN=C(C2=C1C)C)N1CCC(CC1)C(=O)NCCN1CCCC1